C(C)(C)N[C@H]1[C@H](CC1)C1=C(C=C(C=C1)Cl)Cl cis-N-isopropyl-2-(2,4-dichlorophenyl)cyclobutane-1-amine